BrC1=C(C2=C(OCO2)C=C1)C(CN(C(OC(C)(C)C)=O)C)O tert-butyl (2-(5-bromobenzo[d][1,3]dioxol-4-yl)-2-hydroxyethyl)(methyl)carbamate